(3R)-1-[[5-[5-(difluoromethyl)-1,3,4-oxadiazol-2-yl]thiazol-2-yl]methyl]-3-methyl-4,5-dihydro-3H-pyrido[3,4-b]azepin-2-one FC(C1=NN=C(O1)C1=CN=C(S1)CN1C2=C(CC[C@H](C1=O)C)C=CN=C2)F